NC1=C(N=CC2=C(C(=CC=C12)F)C=1N=CSC1CO)C(=O)NCCC 4-amino-7-fluoro-8-(5-(hydroxymethyl)thiazol-4-yl)-N-propylisoquinoline-3-carboxamide